N-[5-[4-(difluoromethoxy)phenyl]-4-methylthiazol-2-yl]-8-oxo-6,7-dihydro-5H-indolizine-5-carboxamide FC(OC1=CC=C(C=C1)C1=C(N=C(S1)NC(=O)C1N2C=CC=C2C(CC1)=O)C)F